ethyl (3-methyl-5-methyleneoctyl) oxalate C(C(=O)OCCC(CC(CCC)=C)C)(=O)OCC